FC1(C(C(CN(C1)C(=O)[O-])C(=O)[O-])O)F 5,5-difluoro-4-hydroxy-piperidine-1,3-dicarboxylate